O=C1CC=2C(=NC=C(C2)C(=O)N2CCC3=CC=C(C=C23)/C=C/C(=O)OC(C)(C)C)N1 tert-Butyl (E)-3-(1-(2-oxo-2,3-dihydro-1H-pyrrolo[2,3-b]pyridine-5-carbonyl)indolin-6-yl)acrylate